C(OC)(OC1=C(C(=C(C=C1)C)C)C)=O methyl (trimethylphenyl) carbonate